N1C(C=CC1)=O 2,5-dihydro-1H-pyrrol-2-one